C(C)(C)(C)OC(=O)N1CCC(CC1)[C@@H](C)N1CCC(=CC1)C1=C(C=C2C(=NN(C2=C1)C)C=1C(=NC(=CC1)OCC1=CC=CC=C1)OCC1=CC=CC=C1)F tert-butyl-4-[(1R)-1-[4-[3-(2,6-dibenzyloxy-3-pyridyl)-5-fluoro-1-methyl-indazol-6-yl]-3,6-dihydro-2H-pyridin-1-yl]ethyl]piperidine-1-carboxylate